OCCC=CCC(=O)[O-] Hydroxybutenyl-acetate